di{terphenylyl}indolocarbazole C1(=C(C=CC=C1)C=1C(=C2C(=CC1)N=C1C=CC3=C4C=CC=CC4=NC3=C12)C1=C(C=CC=C1)C=1C(=CC=CC1)C1=CC=CC=C1)C=1C(=CC=CC1)C1=CC=CC=C1